(2-amino-4-(tetrazol-1-yl)phenyl)azetidin-3-ol NC1=C(C=CC(=C1)N1N=NN=C1)N1CC(C1)O